COC=1C=C(C=CC1C)NC(=O)C1CCC(CC1)N1C(C2=CC=CC(=C2C1)CNC(OC(C)(C)C)=O)=O tert-butyl ((2-((1s,4s)-4-((3-methoxy-4-methylphenyl)carbamoyl)cyclohexyl)-1-oxoisoindolin-4-yl)methyl)carbamate